FC=1C=C(C=CC1N1C(=NC(=C1)C1=NC(=NC=C1C(F)(F)F)NC1CCN(CC1)S(=O)(=O)C)C)N1CC(C1)(O)C 1-(3-Fluoro-4-(2-methyl-4-(2-((1-(methylsulfonyl)piperidin-4-yl)amino)-5-(trifluoromethyl)pyrimidin-4-yl)-1H-imidazol-1-yl)phenyl)-3-methylazetidin-3-ol